C(C)OC(COC1=NC(=C(C=C1)F)Br)=O.C(C)OC(CSC1=NC(=C(C=C1)F)Br)=O.ClC=1N=C(SC1)SCC(=O)O 2-[(4-chloro-1,3-thiazol-2-yl)sulfanyl]acetic acid ethyl-2-[(6-bromo-5-fluoropyridin-2-yl)sulfanyl]acetate ethyl-2-(6-bromo-5-fluoropyridin-2-yl)oxyacetate